N-((2-(2,6-dioxopiperidin-3-yl)-4-fluoro-1-oxoisoindolin-5-yl)methyl)-8-(trifluoromethoxy)-2H-chromene-3-carboxamide O=C1NC(CCC1N1C(C2=CC=C(C(=C2C1)F)CNC(=O)C=1COC2=C(C=CC=C2C1)OC(F)(F)F)=O)=O